(S)-quinuclidin-3-yl (5-(2,4-difluorophenyl)-2,3-dihydro-1H-inden-1-yl)carbamate FC1=C(C=CC(=C1)F)C=1C=C2CCC(C2=CC1)NC(O[C@@H]1CN2CCC1CC2)=O